methyl (S)-6-(4-(3-(4-chloro-3-fluorophenyl)-1-(1-methoxypropan-2-yl)-1H-pyrrolo[2,3-b]pyridine-6-carbonyl)-3,3-dimethylpiperazin-1-yl)-2,4-dimethylnicotinate ClC1=C(C=C(C=C1)C1=CN(C2=NC(=CC=C21)C(=O)N2C(CN(CC2)C2=NC(=C(C(=O)OC)C(=C2)C)C)(C)C)[C@H](COC)C)F